tert-butyl (tert-butoxycarbonyl)(6-iodo-3-methyl-5-(2,2,2-trifluoroacetylamino)pyridin-2-yl)carbamate C(C)(C)(C)OC(=O)N(C(OC(C)(C)C)=O)C1=NC(=C(C=C1C)NC(C(F)(F)F)=O)I